4-(3-(4-chloro-2-fluorophenyl)-2,3-dihydrobenzo[b][1,4]dioxinIn-5-yl)-3,6-dihydropyridine-1(2H)-carboxylic acid tert-butyl ester C(C)(C)(C)OC(=O)N1CCC(=CC1)C1=CC=CC=2OCC(OC21)C2=C(C=C(C=C2)Cl)F